NC([C@H](C[C@H]1C(NCC1)=O)NC([C@H](CC(C)C)NC(COC1=CC=C(C=C1)OC(F)(F)F)=O)=O)=O (S)-N-((S)-1-Amino-1-oxo-3-((S)-2-oxopyrrolidin-3-yl)propan-2-yl)-4-methyl-2-(2-(4-(trifluorometh-oxy)phenoxy)acetamido)pentanamide